BrC=1C=NC=C(C1)C=1C(=NN(C1C)CC1CCCCC1)C 3-bromo-5-(1-(cyclohexylmethyl)-3,5-dimethyl-1H-pyrazol-4-yl)pyridine